N1N=CC2=C(C=CC=C12)C=1C=CC(=NC1)N1C([C@@H]2N(CCN(C2)C#N)CC1)=O (R)-8-(5-(1H-indazol-4-yl)pyridin-2-yl)-9-oxooctahydro-2H-pyrazino[1,2-a]pyrazine-2-carbonitrile